ClC=1C=CC2=C(C=C(O2)C(=O)C2=CC=C(C=C2)N2CCN(CC2)C2=CC=C(C=C2)Cl)C1 (5-Chlorobenzofuran-2-yl)(4-(4-(4-chlorophenyl)piperazine-1-yl)phenyl)methanone